C(C1=CC=CC=C1)N1CC2=C(C=C(C=C2C(C1)=O)F)F 2-benzyl-6,8-Difluoro-2,3-dihydroisoquinolin-4(1H)-one